C(C)N1N=C2N=C(C=NC2=C1)N[C@@H](C)C=1C=C(C=CC1F)NC(C1=CN=C(C(=C1)C)N1CCCC1)=O (S)-N-(3-(1-((2-ethyl-2H-pyrazolo[3,4-b]pyrazin-6-yl)amino)ethyl)-4-fluorophenyl)-5-methyl-6-(pyrrolidin-1-yl)nicotinamide